NC1=NC=2C=CC=CC2C2=C1NC(N2CC2=CC(=C(C=C2)CN2CCCC2)C)=O 4-amino-1-(3-methyl-4-(pyrrolidin-1-ylmethyl)benzyl)-1,3-dihydro-2H-imidazo[4,5-c]quinolin-2-one